C(CCCCC(CCCCCCCCCCC)O)O heptadecane-1,6-diol